NC=1C=2N(C3=C(N1)C=NC(=C3)C(=O)N(CC3=NC=C(C=C3)C(F)(F)F)[C@@H](COC)C)C=NC2 (R)-4-amino-N-(1-methoxypropan-2-yl)-N-((5-(trifluoromethyl)pyridin-2-yl)methyl)imidazo[1,5-a]pyrido[3,4-e]pyrazine-8-formamide